CNC(/C=C/C1=CC=C(C=C1)S(=O)(=O)NC1=C(C(=O)NC=2SC=C(N2)C2=CC=CC=C2)C=CC(=C1)C(F)(F)F)=O (E)-2-((4-(3-(methylamino)-3-oxoprop-1-en-1-yl)phenyl)sulfonamido)-N-(4-phenylthiazol-2-yl)-4-(trifluoromethyl)benzamide